C(C)(C)(C)OC(=O)N1CC(CC1)C(C)(C)OCCO 3-[2-(2-Hydroxyethoxy)propan-2-yl]pyrrolidine-1-carboxylic acid tert-butyl ester